4-chloro-1,3-dicyanatobenzene ClC1=C(C=C(C=C1)OC#N)OC#N